methanesulphonic acid anion CS(=O)(=O)[O-]